4-((3-(1-cyclobutyl-1H-pyrazol-4-yl)-2-methoxyphenyl)amino)-6-(cyclopropanecarboxamido)pyridazine-3-carboxamide C1(CCC1)N1N=CC(=C1)C=1C(=C(C=CC1)NC1=C(N=NC(=C1)NC(=O)C1CC1)C(=O)N)OC